OCC1C(C2CCC1C2)NC(C2=CC(=CC=C2)N2C=NC=C2)=O N-(3-(hydroxymethyl)bicyclo[2.2.1]heptan-2-yl)-3-(1H-imidazol-1-yl)benzamide